1-(1-(allyloxy)ethoxy)butane Tert-Butyl-Trans-4-{[(chloromethoxy)carbonyl]oxy}cyclohexane-1-carboxylate C(C)(C)(C)OC(=O)[C@@H]1CC[C@H](CC1)OC(=O)OCCl.C(C=C)OC(C)OCCCC